1-methyl-6-oxo-1,6-dihydropyridine-3-carboxamide CN1C=C(C=CC1=O)C(=O)N